COC(=O)C=1C(=NC(=NC1)C=1C(=NC=NC1OC)C1CC1)NC1=CC=C(C=C1)N1N=C(C=C1C)C(F)(F)F.O1C(OCC1)C1=NC=CC=N1 (1,3-Dioxolan-2-yl)pyrimidine methyl-2-(4-cyclopropyl-6-methoxy-pyrimidin-5-yl)-4-[[4-[5-methyl-3-(trifluoromethyl)pyrazol-1-yl]phenyl]amino]pyrimidine-5-carboxylate